N-(3-(1H-pyrrolo[2,3-b]pyridin-5-yl)phenethyl)-4-methyl-3-(trifluoromethyl)benzamide N1C=CC=2C1=NC=C(C2)C=2C=C(CCNC(C1=CC(=C(C=C1)C)C(F)(F)F)=O)C=CC2